C(C=C)(=O)O.CN1C=NC=C1 1-methylimidazole acrylate